N[C@H](C(=O)O)C1=CC(=CC=C1)OC (S)-2-amino-2-(3-methoxyphenyl)ethanoic acid